N-((R)-2,3-dihydroxypropyl)-4-((7-methoxyquinolin-4-yl)oxy)benzenesulfonimidamide O[C@H](CNS(=O)(=N)C1=CC=C(C=C1)OC1=CC=NC2=CC(=CC=C12)OC)CO